6-amino-N-((1-methyl-1H-benzo[d]imidazol-2-yl)methyl)-N-(2-oxopyrrolidin-1-yl)phenanthridine-2-carboxamide NC=1N=C2C=CC(=CC2=C2C=CC=CC12)C(=O)N(N1C(CCC1)=O)CC1=NC2=C(N1C)C=CC=C2